5-Chloro-3-iodo-1-((2-(trimethylsilyl)ethoxy)methyl)-1H-pyrazolo[4,3-d]pyrimidine ClC=1N=CC2=C(N1)C(=NN2COCC[Si](C)(C)C)I